FC1=C(C(=CC=C1)F)N1C=2N(C3=C(C1=O)C=NC(=N3)NC3=CC(=C(C=C3)N3CCN(CC3)C)Cl)CCN2 6-(2,6-Difluorophenyl)-2-((3-chloro-4-(4-methylpiperazin-1-yl)phenyl)amino)-8,9-dihydroimidazo[1,2-a]pyrimido[5,4-e]pyrimidin-5(6H)-one